[Cl-].C(C(C)(C)C)(=O)[C@@]1([C@@H](O)O[C@@H]([C@]([C@@]1(O)C(C(C)(C)C)=O)(O)C(C(C)(C)C)=O)C(O)C(C(C)(C)C)=O)O 2,3,4,6-tetra-pivaloyl-alpha-D-glucopyranose chloride